8-chloro-N-(2,2-dimethylcyclopropyl)-9-methyl-pyrido[3',2':4,5]thieno[3,2-d]pyrimidin-4-amine ClC1=C(C2=C(SC3=C2N=CN=C3NC3C(C3)(C)C)N=C1)C